BrC=1C(=C(C(=O)NNC(=O)OC)C=C(C1)Br)NC(=O)C=1N(N=C(C1)Br)C1=NC=CC=C1Cl methyl N'-(3,5-dibromo-2-{[5-bromo-2-(3-chloro-pyridin-2-yl)-2H-pyrazole-3-carbonyl]-amino}-benzoyl)-hydrazinecarboxylate